NC=1C(=NC(=CN1)C1=C(C=C(C=C1)N1C[C@H](OCC1)C(C)C)F)C=1C=C2CCNC(C2=CC1F)=O (R)-6-(3-amino-6-(2-fluoro-4-(2-isopropylmorpholino)phenyl)pyrazin-2-yl)-7-fluoro-3,4-dihydroisoquinolin-1(2H)-one